N-(5-(pyrazine-2-yl)pyridine-2-yl)acetamide N1=C(C=NC=C1)C=1C=CC(=NC1)NC(C)=O